[I-].C(C)[N+]1=C(SC2=C1C=CC=C2)C=CC=C2C=CN(C1=CC=CC=C21)CC 3-Ethyl-2-[3-(1-ethyl-4(1H)-quinolylidene)-1-propenyl]benzothiazolium iodide